ethyl 1-(4-methoxybenzyl)-3-methyl-4-nitro-1H-pyrazole-5-carboxylate COC1=CC=C(CN2N=C(C(=C2C(=O)OCC)[N+](=O)[O-])C)C=C1